FC1(CC(C1)OC1=NN(C=C1N)COCC[Si](C)(C)C)F 3-(3,3-difluorocyclobutoxy)-1-((2-(trimethylsilyl)ethoxy)methyl)-1H-pyrazol-4-amine